(4-Ethylpiperazin-1-yl)(2-hydroxy-4-nitrophenyl)methanone Tert-Butyl-3-[4-(2-azaspiro[3.4]octan-2-yl)phenyl]azetidine-1-carboxylate C(C)(C)(C)OC(=O)N1CC(C1)C1=CC=C(C=C1)N1CC2(C1)CCCC2.C(C)N2CCN(CC2)C(=O)C2=C(C=C(C=C2)[N+](=O)[O-])O